The molecule is a cyclic hydroxamic acid that is DIMBOA attached to a beta-D-glucopyranosyl residue at position 2 via a glycosidic linkage. It has a role as a plant metabolite. It is a cyclic hydroxamic acid, a benzoxazine and a beta-D-glucoside. It derives from a DIMBOA. COC1=CC2=C(C=C1)N(C(=O)C(O2)O[C@H]3[C@@H]([C@H]([C@@H]([C@H](O3)CO)O)O)O)O